1-fluoroprop-2-yl 6-((3-(methylcarbamoyl)-7-(trifluoromethyl) thieno[3,2-b]pyridin-5-yl) oxy)-2-azaspiro[3.3]heptane-2-carboxylate CNC(=O)C1=CSC=2C1=NC(=CC2C(F)(F)F)OC2CC1(CN(C1)C(=O)OC(CF)C)C2